2-[1-[2-(1H-Indazol-6-yl)-6-methyl-4-oxo-chromen-8-yl]ethylamino]benzoic acid N1N=CC2=CC=C(C=C12)C=1OC2=C(C=C(C=C2C(C1)=O)C)C(C)NC1=C(C(=O)O)C=CC=C1